cis-5-((5-(3-((4-ethylpyridazin-3-yl)oxy)cyclopentyl)-1H-pyrazol-3-yl)amino)-4-fluoro-2,3-dihydrobenzo[d]isothiazole 1,1-dioxide C(C)C1=C(N=NC=C1)O[C@H]1C[C@H](CC1)C1=CC(=NN1)NC=1C=CC2=C(CNS2(=O)=O)C1F